C(=O)(OO)OO HYDROXYCARBONATE